FC1=C(C=C(C=C1)F)[C@@H]1N(CCC1)C1=CC=NN1 (R)-5-(2-(2,5-difluorophenyl)pyrrolidin-1-yl)pyrazole